FC(C1=NN=C(O1)C1=CC=C(C=C1)CN1C=NC(=C1)C=1C=CC2=C(N=C(O2)N)C1)F 5-[1-[[4-[5-(Difluoromethyl)-1,3,4-oxadiazol-2-yl]phenyl]methyl]imidazol-4-yl]-1,3-benzoxazol-2-amine